(3,5-dichloro-2-fluoro-4-(4-hydroxy-3-isopropylbenzyl)benzyl)glycine ClC=1C(=C(CNCC(=O)O)C=C(C1CC1=CC(=C(C=C1)O)C(C)C)Cl)F